methyl [3-({[3-(6-amino-2-butoxy-8-oxo-7,8-dihydro-9H-purin-9-yl)propyl][3-(4-morpholinyl)propyl]amino}methyl)phenyl]acetate NC1=C2NC(N(C2=NC(=N1)OCCCC)CCCN(CCCN1CCOCC1)CC=1C=C(C=CC1)CC(=O)OC)=O